(1r,4r)-4-((4-(4-chloro-7,7-dimethyl-5-oxo-5,7-dihydroindolo[1,2-a]quinazolin-10-yl)piperidin-1-yl)methyl)cyclohexane-1-carbaldehyde ClC=1C=2C(N=C3N(C2C=CC1)C1=CC(=CC=C1C3(C)C)C3CCN(CC3)CC3CCC(CC3)C=O)=O